N1=CC(=CC=C1)NS(=O)(=O)CC N-(pyridin-3-yl)ethanesulfonamide